C1(CCC1)C=1C(=NN(C1NC(=O)[C@@H]1C(C1)(F)F)C)C1CC(C1)(F)F (R)-N-(4-cyclobutyl-3-(3,3-difluorocyclobutyl)-1-methyl-1H-pyrazol-5-yl)-2,2-difluoro-cyclopropane-1-carboxamide